[4-(dimethylamino)phenyl]methane tert-butyl-(2S)-7-methyl-6-(2-methyl-2H-tetrazol-5-yl)-3,4-dihydro-1H-spiro[1,8-naphthyridine-2,3'-pyrrolidine]-1'-carboxylate C(C)(C)(C)OC(=O)N1C[C@]2(CC1)NC1=NC(=C(C=C1CC2)C=2N=NN(N2)C)C.CN(C2=CC=C(C=C2)C)C